ClC(C1=C(C=CC(=C1F)F)OC)([2H])[2H] 2-(chloromethyl-d2)-3,4-difluoro-1-methoxybenzene